6-Amino-3-(3-((2-amino-2-oxoethyl)amino)-4'-chloro-1',2'-dihydrospiro[cyclopentane-1,3'-pyrrolo[2,3-b]pyridin]-5'-yl)-2-fluoro-N,N-dimethylbenzamide NC1=CC=C(C(=C1C(=O)N(C)C)F)C=1C(=C2C(=NC1)NCC21CC(CC1)NCC(=O)N)Cl